O=S1(OCCC1)=O 2,2-dioxido-1,2-oxathiolan